16-methyl-3,6,9,12,15-pentaoxaeicosan-1-ol CC(OCCOCCOCCOCCOCCO)CCCC